N-phenyl-3-(piperidin-3-yl)propenamide N-[4-[1-[4-(1,1,2,2,2-pentafluoroethoxy)phenyl]-1,2,4-triazol-3-yl]phenyl]carbamate FC(C(F)(F)F)(OC1=CC=C(C=C1)N1N=C(N=C1)C1=CC=C(C=C1)NC(O)=O)F.C1(=CC=CC=C1)NC(C=CC1CNCCC1)=O